OC1CN(CCC1)C(=O)C1=CC=C(COC=2C(C=C(OC2)CN2CC3=CC=CC=C3C2)=O)C=C1 5-((4-(3-hydroxypiperidine-1-carbonyl)benzyl)oxy)-2-(isoindolin-2-ylmethyl)-4H-pyran-4-one